N-[5-(1H-benzimidazol-2-yl)-1-methyl-pyrazol-3-yl]-6-(3-oxopiperazin-1-yl)pyridine-3-carboxamide N1C(=NC2=C1C=CC=C2)C2=CC(=NN2C)NC(=O)C=2C=NC(=CC2)N2CC(NCC2)=O